CN1CC2=CC(=CC(=C2CC1)C)C=1N=C(C(=NC1)N)OC=1C=NN(C1)C1CN(C1)S(=O)(=O)CC 5-(2,5-dimethyl-1,2,3,4-tetrahydroisoquinolin-7-yl)-3-(1-(1-(ethylsulfonyl)azetidin-3-yl)-1H-pyrazol-4-yloxy)pyrazin-2-amine